[C].C(O)CN ethanolamine carbon